O1COC2=C1C=CC(=C2)N(C(=O)N(C)C2=CC(=C(C=C2)Cl)C(F)(F)F)C 1-(benzo[d][1,3]dioxol-5-yl)-3-(4-chloro-3-trifluoromethylphenyl)-1,3-dimethylurea